NCC(C(C)S)S 1-aminobutan-2,3-dithiol